C(\C=C\C(=O)OCCCCCC)(=O)OCCCCCC dihexyl (E)-but-2-enedioate